COC1=C(C=CC=C1)C1CCN(CC1)[C@@H]1CC2(CN(C2)C=2OC=CN2)CC1 (S)-2-(6-(4-(2-methoxyphenyl)piperidin-1-yl)-2-azaspiro[3.4]oct-2-yl)oxazole